FC=1C=C(C=C(C1)F)[C@@H]1C(C(NC1)=O)C(=O)OCC (4S)-ethyl 4-(3,5-difluorophenyl)-2-oxopyrrolidine-3-carboxylate